5-methoxy-2-methyl-quinazoline-4-thiol COC1=C2C(=NC(=NC2=CC=C1)C)S